2-((1-(6-methyl-2-(3-methyl-2-oxo-2,3-dihydrobenzo[d]oxazol-5-yl)-4-oxo-5,6-dihydro-4H-chromen-8-yl)ethyl)amino)benzoic acid CC1CC=2C(C=C(OC2C(=C1)C(C)NC1=C(C(=O)O)C=CC=C1)C=1C=CC2=C(N(C(O2)=O)C)C1)=O